NC1=CC=C(C(=C1C1=CC(N2[C@@H](CCC2C1)C(=O)OCC(=O)C=1C(=NC(=CC1)C(=O)OC)Cl)=O)F)Cl 2-(2-chloro-6-(methoxycarbonyl)pyridin-3-yl)-2-oxoethyl (3S)-7-(6-amino-3-chloro-2-fluorophenyl)-5-oxo-1,2,3,5,8,8a-hexahydroindolizine-3-carboxylate